O=C(CC#N)N1C2CN(CC1CC2)C=2C1=C(N=C(N2)NC2=CC=CC=C2)NC=C1 3-oxo-3-(3-(2-(phenylamino)-7H-pyrrolo[2,3-d]pyrimidin-4-yl)-3,8-diazabicyclo[3.2.1]oct-8-yl)propionitrile